(S)-7-((2-Methoxyphenyl)(pyridin-4-yl)methoxy)chroman-4-one COC1=C(C=CC=C1)[C@@H](OC1=CC=C2C(CCOC2=C1)=O)C1=CC=NC=C1